C12(CCC(CC1)C2)C(=O)N2CC1(CCCC1)C(CC2)(O)CN2C=C(C(=CC2=O)C2=CC=CC=C2)C(=O)N(C)C 1-((7-(Bicyclo[2.2.1]heptan-1-carbonyl)-10-hydroxy-7-azaspiro[4.5]decan-10-yl)methyl)-N,N-dimethyl-6-oxo-4-phenyl-1,6-dihydropyridin-3-carboxamid